(1S,2S,5R)-1-hydroxy-N-(2-hydroxyphenethyl)-2-isopropyl-5-methylcyclohexane-1-carboxamide O[C@@]1([C@@H](CC[C@H](C1)C)C(C)C)C(=O)NCCC1=C(C=CC=C1)O